N[C@@H]1[C@@H](OCC12CCN(CC2)C=2C(=NC(=CN2)C2(CC2)C2=CC=CC=C2)C(=O)N)C 3-((3s,4s)-4-amino-3-methyl-2-oxa-8-azaspiro[4.5]decan-8-yl)-6-(1-phenylcyclopropyl)pyrazine-2-carboxamide